FC1=NC(=CC(=C1)N(C(OCC#C)=O)C=1SC(=C(N1)C(NC1C(CC1)(C)C)=O)C)F prop-2-ynyl N-(2,6-difluoro-4-pyridyl)-N-[4-[(2,2-dimethyl cyclobutyl)carbamoyl]-5-methyl-thiazol-2-yl]carbamate